C(C)(C)(C)[Si](C)(C)OCC1=CN=C(O1)Cl tert-butyl-[(2-chlorooxazol-5-yl)methoxy]-dimethyl-silane